ClC=1N=C(C2=CN=C(C=C2C1)C1=CC(=CC2=CC=CC(=C12)C#C[Si](C(C)C)(C(C)C)C(C)C)OCOC)N1CC2CCC(C1)N2C(=O)OC(C)(C)C tert-butyl 3-(3-chloro-6-(3-(methoxymethoxy)-8-((triisopropylsilyl) ethynyl) naphthalene-1-yl)-2,7-naphthyridin-1-yl)-3,8-diazabicyclo[3.2.1]octane-8-carboxylate